C(C)C=1N=C2N(C=C(C=C2)N2CCN(CC2)S(=O)(=O)CC(=O)N)C1N(C)C=1SC=C(N1)C1=CC=C(C=C1)F 2-(4-(2-ethyl-3-((4-(4-fluorophenyl)thiazol-2-yl)(methyl)amino)imidazo[1,2-a]pyridin-6-yl)piperazin-1-ylsulfonyl)acetamide